N-(3-((2-chloro-6-(trifluoromethyl)-7H-pyrrolo[2,3-d]pyrimidin-7-yl)methyl)pyrazine-2-yl)-N-methylmethanesulfonamide ClC=1N=CC2=C(N1)N(C(=C2)C(F)(F)F)CC=2C(=NC=CN2)N(S(=O)(=O)C)C